5-amino-8-(2,6-dimethyl-4-pyridinyl)-2-[[(2s,4s)-4-fluoropyrrolidin-2-yl]methyl]-7-phenyl-[1,2,4]triazolo[4,3-c]pyrimidin-3-one NC1=NC(=C(C=2N1C(N(N2)C[C@H]2NC[C@H](C2)F)=O)C2=CC(=NC(=C2)C)C)C2=CC=CC=C2